C(C)(C)(C)OC(=O)N[C@H]1CS(C2=C(N(C1=O)CC1=CC=C(C=C1)Cl)C=C(C(=C2)F)C=2N=NN(N2)C2CN(CCC2)C(=O)OCC2=CC=CC=C2)(=O)=O benzyl 3-[5-[(3R)-3-(tert-butoxycarbonylamino)-5-[(4-chlorophenyl)methyl]-8-fluoro-1,1,4-trioxo-2,3-dihydro-1λ6,5-benzothiazepin-7-yl]tetrazol-2-yl]piperidine-1-carboxylate